N1(C=NC=C1)C1CN(C1)S(=O)(=O)N1C[C@H](CCC1)C(=O)N1[C@H](CCC1)C(=O)NCC1=CC=C(C=C1)C(F)(F)F 1-(((3S)-1-((3-(1H-imidazol-1-yl)-1-azetidinyl)sulfonyl)-3-piperidinyl)carbonyl)-N-(4-(trifluoromethyl)benzyl)-D-prolinamide